[Ti].[Al].[Ca] calcium aluminum titanium